4-(benzylselanyl)-3,5-dimethyl-1-phenyl-1H-pyrazole C(C1=CC=CC=C1)[Se]C=1C(=NN(C1C)C1=CC=CC=C1)C